OCCOCC1CN(C1)C(=O)OC(C)(C)C tert-butyl 3-((2-hydroxyethoxy)methyl)azetidine-1-carboxylate